C(C)(C)C1=CC=C(C(=N1)OC)C1=CN=C2SC(=NN21)N2CCC1(CNCCN1)CC2 5-(6-isopropyl-2-methoxypyridin-3-yl)-2-(1,4,9-triazaspiro[5.5]undec-9-yl)imidazo[2,1-b][1,3,4]thiadiazole